N-((1S,2S)-2-(6-fluoro-2,3-dimethylphenyl)-1-(5-oxo-4,5-dihydro-1,3,4-oxadiazol-2-yl)propyl)-3-(methoxymeth-yl)piperidine-1-sulfonamide FC1=CC=C(C(=C1[C@@H]([C@@H](C=1OC(NN1)=O)NS(=O)(=O)N1CC(CCC1)COC)C)C)C